C1(C=CC=C1)[Pt](C)(C)C cyclopentadienyl(trimethyl)platinum